C(C)OC=1C=C(C=2N(C1)N=CC2C#N)C=2C=NC(=CC2)N2CC1N(C(C2)C1)CC=1C=NC(=CC1)C 6-ethoxy-4-(6-(6-((6-methylpyridin-3-yl)methyl)-3,6-diazabicyclo[3.1.1]heptan-3-yl)pyridin-3-yl)pyrazolo[1,5-a]pyridine-3-carbonitrile